CC1=C(C=C(C=C1)[N+](=O)[O-])S(=O)(=O)NCCC1=NC=CC=C1 2-methyl-5-nitro-N-(2-(pyridin-2-yl)ethyl)benzenesulfonamide